(E)-N-(1-(4-cyanophenyl)-2,3-diphenylallyl)-2,4,6-trimethylbenzenesulfonamide C(#N)C1=CC=C(C=C1)C(\C(=C\C1=CC=CC=C1)\C1=CC=CC=C1)NS(=O)(=O)C1=C(C=C(C=C1C)C)C